NC1=C2N(C(N(C2=NC=N1)[C@H]1C(CN(CC1)C1CCN(CC1)C1CNC1)(F)F)=O)C1=CC=C(C=C1)CNC(C1=C(C=CC(=C1)F)OC)=O N-[(4-{6-amino-9-[(4R)-1'-(azetidin-3-yl)-3,3-difluoro-[1,4'-bipiperidin]-4-yl]-8-oxopurin-7-yl}phenyl)methyl]-5-fluoro-2-methoxybenzamide